3-(1-((2-aminoethyl)(propyl)amino)but-3-en-1-yl)-2-fluorobenzonitrile NCCN(C(CC=C)C=1C(=C(C#N)C=CC1)F)CCC